di(phenyl)iodine hexafluorophosphate F[P-](F)(F)(F)(F)F.C1(=CC=CC=C1)[I+]C1=CC=CC=C1